C[C@@H]1NC(NN=C1C1=CC(=C(C=C1)C1=CC=NC=C1)C(F)(F)F)=O (5S)-5-methyl-6-[4-(pyridin-4-yl)-3-(trifluoromethyl)phenyl]-4,5-dihydro-1,2,4-triazin-3(2H)-one